N-(4-{4-amino-7-iodo-1-methyl-1H-pyrazolo[4,3-c]pyridin-3-yl}-2-[(1S)-1-(4-fluorophenyl)ethoxy]phenyl)-1,1-difluoromethanesulfonamide NC1=NC=C(C2=C1C(=NN2C)C2=CC(=C(C=C2)NS(=O)(=O)C(F)F)O[C@@H](C)C2=CC=C(C=C2)F)I